O=C1N(C[C@H]2N1CCNC2)C21CC(C2)(C1)C(=O)O (S)-3-(3-oxohexahydroimidazo[1,5-a]pyrazine-2(3H)-yl)bicyclo[1.1.1]pentane-1-carboxylic acid